N-(4-(4-(Methylsulfonyl)phenyl)thiazol-2-yl)-2-((4-oxo-3-phenethyl-3,4-dihydropteridin-2-yl)thio)acetamide CS(=O)(=O)C1=CC=C(C=C1)C=1N=C(SC1)NC(CSC1=NC2=NC=CN=C2C(N1CCC1=CC=CC=C1)=O)=O